2-(benzyloxy)-6-hydroxy-4-methoxybenzoic acid C(C1=CC=CC=C1)OC1=C(C(=O)O)C(=CC(=C1)OC)O